FC=1C=C(C(=O)C2=CC3=C(S2)C=C(C=C3)O)C=CC1 2-(3-fluorobenzoyl)-6-hydroxybenzo[b]thiophene